C(C)(C)(C)OC(=O)N1CC(CC1)C=1C=C(C=2N(C1)C(=NC2)C)C2=C(C=C(C=C2)F)C(=O)OCC 3-{8-[2-(Ethoxycarbonyl)-4-fluorophenyl]-3-methylimidazo[1,5-a]pyridin-6-yl}-pyrrolidine-1-carboxylic acid tert-butyl ester